laurylcarboxymethylhydroxyethylimidazolium C(CCCCCCCCCCC)C=1[N+](=C(NC1)CCO)CC(=O)O